tri-azolo[1,5-c]pyrimidin-5-amin N1=NC=C2N1C=NC(=C2)N